ClC1=C(C=CC=C1OCCCNC(CO)CO)C=1C=C(NN2SC3=C(C2)C=CC=C3)C=CC1 N-(3-(2-chloro-3-(3-(dimethylolmethylamino)propoxy)phenyl)anilino)benzisothiazole